C(C)NC(NC1=NC=CC(=C1F)CN1CCC(CC1)C=1C=CC(=NC1F)C(=O)NC)=O 5-(1-((2-(3-ethylureido)-3-fluoropyridin-4-yl)methyl)piperidin-4-yl)-6-fluoro-N-methylpicolinamide